5-(5-methoxypyridin-3-yl)-3-methyl-N-((1-methyl-1H-pyrazol-5-yl)methyl)-N-(3-(methylamino)-3-oxopropyl)benzo[b]thiophene-2-carboxamide COC=1C=C(C=NC1)C1=CC2=C(SC(=C2C)C(=O)N(CCC(=O)NC)CC2=CC=NN2C)C=C1